NC1=C(C=C(C=N1)NC(C(=O)N1[C@H](CC[C@@H](C1)C)C1=CC(=C(C(=C1)F)F)F)=O)C N-(6-amino-5-methylpyridin-3-yl)-2-((2R,5S)-5-methyl-2-(3,4,5-trifluorophenyl)piperidin-1-yl)-2-oxoacetamide